FC=1C=C(C#N)C=C(C1)OC1=C(C2=C(C(N(S2(=O)=O)C(C)CC)=O)C=C1)C 3-fluoro-5-((2-(sec-butyl)-7-methyl-1,1-dioxo-3-oxo-2,3-dihydrobenzo[d]isothiazol-6-yl)oxy)benzonitrile